(R)-N-(1-(2-fluoro-3-methyl-5-nitrophenyl)ethyl)-2-methyl-6-(piperazin-1-yl)quinolin-4-amine hydrochloride Cl.FC1=C(C=C(C=C1C)[N+](=O)[O-])[C@@H](C)NC1=CC(=NC2=CC=C(C=C12)N1CCNCC1)C